(E)-2-((dimethylamino)methylene)-4-(methoxymethyl)-3-oxo-4-(trifluoromethyl)pyrrolidine-1-carboxylic acid tert-butyl ester C(C)(C)(C)OC(=O)N1/C(/C(C(C1)(C(F)(F)F)COC)=O)=C/N(C)C